(5'S,7a'R)-5'-(3,5-difluoro-phenyl)-1-(3-ethynyl-benzoyl)tetrahydro-3'H-spiro[piperidine-4,2'-pyrrolo[2,1-b]oxazol]-3'-one FC=1C=C(C=C(C1)F)[C@@H]1CC[C@H]2OC3(C(N21)=O)CCN(CC3)C(C3=CC(=CC=C3)C#C)=O